N-((1R,2S)-1-(4-chlorophenyl)-3-methyl-1-((1-(1-methyl-6-oxo-1,6-dihydropyridin-3-yl)-1H-indazol-5-yl)oxy)butan-2-yl)-1-(trifluoromethyl)cyclopropane-1-carboxamide ClC1=CC=C(C=C1)[C@H]([C@H](C(C)C)NC(=O)C1(CC1)C(F)(F)F)OC=1C=C2C=NN(C2=CC1)C1=CN(C(C=C1)=O)C